4-(((R)-1-(3-amino-5-(trifluoromethyl)phenyl)ethyl)amino)-8-methyl-6-(((S)-1-Methylpyrrolidin-3-yl)oxy)pyrido[2,3-d]pyrimidin-7(8H)-one NC=1C=C(C=C(C1)C(F)(F)F)[C@@H](C)NC=1C2=C(N=CN1)N(C(C(=C2)O[C@@H]2CN(CC2)C)=O)C